5-(trifluoromethyl)-1H-indazole FC(C=1C=C2C=NNC2=CC1)(F)F